nonyl-(octyl)phenol C(CCCCCCCC)C=1C(=C(C=CC1)O)CCCCCCCC